1-[5-[2-cyclopropyl-6-(oxacyclohexen-4-ylmethoxy)pyridine-4-carbonyl]-4,6-dihydropyrrolo[3,4-d][1,3]thiazole-2-carbonyl]piperidine-4-sulfonamide C1(CC1)C1=NC(=CC(=C1)C(=O)N1CC=2N=C(SC2C1)C(=O)N1CCC(CC1)S(=O)(=O)N)OCC1OC=CCC1